C(CO)(=O)OCCCC glycolic acid, butyl ester